NC(C(=O)O)CC1=CC=C(C=C1)[N+](=O)[O-] 2-amino-3-(4-nitrophenyl)propionic acid